ClC=1C=C(C=CC1Cl)NC1=CC(=NC(=N1)N1CCOCC1)[C@H](C)NC(C1=NC=C(C=C1)OC)=O (S)-N-(1-(6-((3,4-dichlorophenyl)amino)-2-morpholinopyrimidin-4-yl)ethyl)-5-methoxypicolinamide